C(C)(=O)C1=C(C=C(C=C1)Cl)C1=CC(N(C=C1OC([2H])([2H])[2H])C(C(=O)NC1=CC=C(C(=O)O)C=C1)CC1=CC=CC=C1)=O 4-[[2-[4-(2-acetyl-5-chloro-phenyl)-2-oxo-5-(trideuteromethoxy)-1-pyridinyl]-3-phenyl-propionyl]amino]benzoic acid